methyl 2H-pyrazolo[4,3-b]pyridine-7-carboxylate N=1NC=C2N=CC=C(C21)C(=O)OC